(R)-3-(6-chloro-2-(cyclopropylsulfonyl)-1,2,3,4-tetrahydroisoquinolin-8-yl)morpholine-4-carboxylic acid tert-butyl ester C(C)(C)(C)OC(=O)N1[C@@H](COCC1)C=1C=C(C=C2CCN(CC12)S(=O)(=O)C1CC1)Cl